C(C)(=O)OC(CCC=O)OC(C)=O 4,4-diacetoxybutyraldehyde